3-bromo-8-methyl-7-(3-(6-methylpyridin-3-yl)-7,8-dihydro-1,6-naphthyridin-6(5H)-yl)-4H-pyrimido[1,2-b]pyridazin-4-one BrC1=CN=C2N(N=C(C(=C2)C)N2CC=3C=C(C=NC3CC2)C=2C=NC(=CC2)C)C1=O